C(=C)C1=CC(=NC=C1)C1=NC=CC(=C1)C=C 4,4'-divinyl-2,2'-bipyridine